COCC1=CC(=NC(=C1)C1(COCC1)OC)N1C=C(C=2C=NC(=CC21)NC(=O)C2CC2)C (1-(4-(methoxymethyl)-6-(3-methoxytetrahydrofuran-3-yl)pyridin-2-yl)-3-methyl-1H-pyrrolo[3,2-c]pyridin-6-yl)cyclopropylcarboxamide